ClC1=CC=C(C=C1)[C@H]([C@@H](C(=O)O)C)N1C(C2=C(C=C(C=C2C1=O)C(CC)(C1NCOC1)O)F)(OC)C1=CC=C(C=C1)Cl (2s,3s)-3-(4-chlorophenyl)-3-[1-(4-chlorophenyl)-7-fluoro-5-[1-hydroxy-1-(oxazolidin-4-yl)propyl]-1-methoxy-3-oxo-2,3-dihydro-1H-isoindol-2-yl]-2-methylpropanoic acid